(S)-N-((R)-(6',7'-dihydrospiro[cyclopropane-1,5'-pyrrolo[1,2-c]imidazol]-1'-yl)(1-(phenylsulfonyl)-1H-indol-2-yl)methyl)-2-methylpropane-2-sulfinamide C1(=C2N(C=N1)C1(CC2)CC1)[C@@H](N[S@@](=O)C(C)(C)C)C=1N(C2=CC=CC=C2C1)S(=O)(=O)C1=CC=CC=C1